C(C)(C)(C)OC(=O)N([C@H](C(=O)OC)CCCBr)C(=O)OC(C)(C)C methyl (2S)-2-[bis(tert-butoxycarbonyl)amino]-5-bromo-pentanoate